tert-butyl N-[(1S)-1-[2-(5-fluoropyrimidin-2-yl)-5-methyl-1,2,4-triazol-3-yl]ethyl]carbamate FC=1C=NC(=NC1)N1N=C(N=C1[C@H](C)NC(OC(C)(C)C)=O)C